N-ethoxyethyl-methacrylamide Iron potassium phosphate lithium [Li+].P(=O)([O-])([O-])[O-].[K+].[Fe+2].C(C)OCCNC(C(=C)C)=O